C(C)(C)(C)OC(C1=NC=C(C=C1)C1=NOC(=N1)C1=CC2=C(N(C(=N2)C(F)(F)F)C(C)C)C=C1)=O.NC=1C=C(C=CC1)C(C)(C)C1=CC(=CC=C1)N 2,2-bis(3-aminophenyl)propane tert-butyl-5-(5-(1-isopropyl-2-(trifluoromethyl)-1H-benzo[d]imidazol-5-yl)-1,2,4-oxadiazol-3-yl)picolinate